FC1(CCN(CC1)C=1C=2N(C=C(N1)NC(C1=C(C=C(C(=C1)OC)NS(=O)(=O)CCO)N1CCC3(CC3)CC1)=O)C=CN2)F N-(8-(4,4-difluoropiperidin-1-yl)imidazo[1,2-a]pyrazin-6-yl)-4-((2-hydroxyethyl)sulfonylamino)-5-methoxy-2-(6-azaspiro[2.5]oct-6-yl)benzamide